1,1-difluoro-2-(2-(2-(((3R,4S)-3-methyl-1-((1-methyl-1H-pyrazol-4-yl)sulfonyl)piperidin-4-yl)amino)-5-(trifluoromethyl)pyrimidin-4-yl)thiazol-5-yl)propan-2-ol FC(C(C)(O)C1=CN=C(S1)C1=NC(=NC=C1C(F)(F)F)N[C@@H]1[C@@H](CN(CC1)S(=O)(=O)C=1C=NN(C1)C)C)F